4-(5-(difluoromethyl)-1,3,4-thiadiazol-2-yl)-8-((3R,5S)-3-(fluoromethyl)-5-methylpiperazin-1-yl)-2-methyl-N-(1-methylcyclopropyl)quinazoline-6-sulfonamide FC(C1=NN=C(S1)C1=NC(=NC2=C(C=C(C=C12)S(=O)(=O)NC1(CC1)C)N1C[C@@H](N[C@H](C1)C)CF)C)F